C1(=CC=CC=C1)NC=1C(C2=CC=CC=C2C(C1)=O)=O 2-phenylamino-1,4-naphthoquinone